octylsulfonate, tetraethylammonium salt C(C)[N+](CC)(CC)CC.C(CCCCCCC)S(=O)(=O)[O-]